4-[[2-[4-[[4-[2-[4-[4-(2,6-dioxo-3-piperidyl)phenyl]piperazin-1-yl]ethyl]-1-piperidyl]carbamoyl]anilino]-5-fluoro-pyrimidin-4-yl]amino]-N-phenyl-benzamide O=C1NC(CCC1C1=CC=C(C=C1)N1CCN(CC1)CCC1CCN(CC1)NC(=O)C1=CC=C(NC2=NC=C(C(=N2)NC2=CC=C(C(=O)NC3=CC=CC=C3)C=C2)F)C=C1)=O